3-[4-(5-methyloxazol-2-yl)phenyl]-5-(trifluoromethyl)-1,2,4-oxadiazole CC1=CN=C(O1)C1=CC=C(C=C1)C1=NOC(=N1)C(F)(F)F